The molecule is a member of the class of acyl-CoAs that is the S-[4-(2-carboxyphenyl)-4-oxobutanoyl] derivative of coenzyme A. It has a role as an Escherichia coli metabolite. It derives from a 2-succinylbenzoic acid. It is a conjugate acid of a 4-(2-carboxyphenyl)-4-oxobutanoyl-CoA(5-). CC(C)(COP(=O)(O)OP(=O)(O)OC[C@@H]1[C@H]([C@H]([C@@H](O1)N2C=NC3=C(N=CN=C32)N)O)OP(=O)(O)O)[C@H](C(=O)NCCC(=O)NCCSC(=O)CCC(=O)C4=CC=CC=C4C(=O)O)O